N1(CCCCC1)PC1=CC=CC=C1 piperidinylphenylphosphine